The molecule is a peptide cation obtained from the deprotonation of the carboxy group of L-leucine residue, and protonation of the amino group of L-isoleucyl and protonation of the side chains of L-arginyl residues of kinetensin. It is the major species at pH 7.3. It has a role as a human metabolite and a histamine releasing agent. It is a conjugate acid of a kinetensin. CC[C@H](C)[C@@H](C(=O)N[C@@H](C)C(=O)N[C@@H](CCC[NH+]=C(N)N)C(=O)N[C@@H](CCC[NH+]=C(N)N)C(=O)N[C@@H](CC1=CN=CN1)C(=O)N2CCC[C@H]2C(=O)N[C@@H](CC3=CC=C(C=C3)O)C(=O)N[C@@H](CC4=CC=CC=C4)C(=O)N[C@@H](CC(C)C)C(=O)[O-])[NH3+]